[5-fluoro-2-[[2-[2-(4-fluorophenyl)ethyl]-6-(trifluoromethyl)-4-(trifluoromethylsulfonyl)-3,5-dihydro-2H-1,4-benzodiazepin-1-yl]methyl]-4-pyridyl] carbamate C(N)(OC1=CC(=NC=C1F)CN1C(CN(CC2=C1C=CC=C2C(F)(F)F)S(=O)(=O)C(F)(F)F)CCC2=CC=C(C=C2)F)=O